2-(Piperidin-1-yl)ethyl (5-methoxy-1H-benzo[d]imidazol-2-yl)carbamate COC1=CC2=C(NC(=N2)NC(OCCN2CCCCC2)=O)C=C1